9-fluoro-5-methyl-3-phenyl-1H,2H,3H,4H-pyridazino[4,5-c]quinoline-1,4-dione FC1=CC=2C3=C(C(=NC2C=C1)C)C(N(NC3=O)C3=CC=CC=C3)=O